CC(C)(C)S(=O)N=CCC(C)C 2-methyl-N-(3-methylbutylidene)propane-2-sulfinamide